N-[5-(2,2-difluoroethyl)-4,6-dimethoxy-pyrimidin-2-yl]-7-(3-methylpyrazin-2-yl)-1H-indole-3-sulfonamide FC(CC=1C(=NC(=NC1OC)NS(=O)(=O)C1=CNC2=C(C=CC=C12)C1=NC=CN=C1C)OC)F